N-[[4-[5-amino-4-cyano-1-(2-pyridinyl)pyrazol-3-yl]phenyl]methyl]-2-methoxy-benzamide NC1=C(C(=NN1C1=NC=CC=C1)C1=CC=C(C=C1)CNC(C1=C(C=CC=C1)OC)=O)C#N